C(C=CC=CC=C\C=C/CCCCCCCCC)(=O)OC[C@@H](OC(CCCCCCCCCCCCCCC)=O)COP(=O)([O-])OCC[N+](C)(C)C 1-(9Z,11E,13E,15Z-octadecatetraenoyl)-2-hexadecanoyl-sn-glycero-3-phosphocholine